O.OC1C(OCC(C1O)O)C(=O)O 3,4,5-trihydroxytetrahydro-2H-pyran-2-carboxylic acid hydrate